Ethyl 1-(azetidin-3-yl)-2-oxopyrrolidine-3-carboxylate N1CC(C1)N1C(C(CC1)C(=O)OCC)=O